2-hydroxyl-4'-(2-hydroxyethoxy)-2-methylpropiophenone OC(C(=O)C1=CC=C(C=C1)OCCO)(C)C